N-[(1S,4S)-2-ethyl-2-azabicyclo[2.2.1]heptan-5-yl]-2-(1-phenyl-1H-pyrazol-4-yl)-1,3-thiazole-4-carboxamide C(C)N1[C@@H]2CC([C@H](C1)C2)NC(=O)C=2N=C(SC2)C=2C=NN(C2)C2=CC=CC=C2